C(C)OC(=O)C=1C(=NC(=NC1C=C)SC)C 4-Methyl-2-(methylthio)-6-vinyl-pyrimidine-5-carboxylic acid ethyl ester